((1r,6s)-(2-oxa-5-azabicyclo[4.1.0]hept-5-yl)(6-fluoro-1-(4-morpholinylmethyl)phenyl)-5,5-dioxo-1,4-dihydrothiochromeno[4,3-c]pyrazol-3-yl)methanone C12OCCN([C@H]2C1)C1S(C=2C=CC=CC2C=2N(N=C(C21)C=O)[C@]2(CC=CC=C2F)CN2CCOCC2)(=O)=O